1-(5-hydroxy-2-(5-(p-tolyl)-1H-imidazol-2-yl)piperidin-1-yl)-2-(methylthio)propan-1-one n-pentyl-undecyl-terephthalate C(CCCC)C=1C(=C(C(=O)O)C=CC1C(=O)O)CCCCCCCCCCC.OC1CCC(N(C1)C(C(C)SC)=O)C=1NC(=CN1)C1=CC=C(C=C1)C